N=1N2C(=C(C1)C1=CC(=C(C(=C1)O)N1CC(NS1(=O)=O)=O)F)CCC2 5-(4-(5,6-Dihydro-4H-pyrrolo[1,2-b]pyrazol-3-yl)-2-fluoro-6-hydroxyphenyl)-1,2,5-thiadiazolidin-3-one 1,1-dioxide